3-(sec-butyl)-4-(1H-pyrrolo[3,2-b]pyridine-2-carbonyl)-1,3,4,5-tetrahydro-2H-benzo[1,4]diazepin-2-one C(C)(CC)C1C(NC2=C(CN1C(=O)C1=CC3=NC=CC=C3N1)C=CC=C2)=O